BrC1=CC=C(C=C1)C1C2(CCC3=CC(=CC=C13)O)CCCC2 1'-(4-Bromophenyl)-3',4'-dihydro-1'H-spiro[cyclopentane-1,2'-naphthalen]-6'-ol